C(C)(C)(C)OC(=O)N1CC=2C=CC(=NC2C(C1)(F)F)P(=O)(OC(C)(C)C)OC(C)(C)C 2-(di-tert-butoxyphosphoryl)-8,8-difluoro-7,8-dihydro-1,6-naphthyridine-6(5H)-carboxylic acid tert-butyl ester